N1,N1,N6,N6-tetramethylhexane-1,6-diamine CN(CCCCCCN(C)C)C